ClC1=CC=C(C=C1)C=1N=C2N(C=CC=C2)C1CN1CC2CCC(C1)N2C(=O)N(C2=CC=CC=C2)CC 3-{[2-(4-Chlorophenyl)imidazo[1,2-a]pyridin-3-yl]methyl}-N-ethyl-N-phenyl-3,8-diazabicyclo[3.2.1]octan-8-carboxamid